3-((3-fluoro-[1,1'-biphenyl]-4-yl)methyl)-1,2,4-thiadiazole FC=1C=C(C=CC1CC1=NSC=N1)C1=CC=CC=C1